2-pyrrolidinyl-cyclohexanol N1(CCCC1)C1C(CCCC1)O